7-(2-(4-(6-Fluorobenzo[b]thiophen-4-yl)piperazin-1-yl)ethyl)-1-(isopropoxymethyl)-3,4-dihydroquinolin-2(1H)-one FC=1C=C(C2=C(SC=C2)C1)N1CCN(CC1)CCC1=CC=C2CCC(N(C2=C1)COC(C)C)=O